(2-amino-5-(4,4,5,5-tetramethyl-1,3-dioxolan-2-yl)phenyl)methanol NC1=C(C=C(C=C1)C1OC(C(O1)(C)C)(C)C)CO